Ethyl ((trans-4-((4-(2-cyclopropyloxazol-4-yl)pyridin-2-yl)((trans-4-(5-methoxy-6-methylpyridin-2-yl)cyclohexyl)methyl) carbamoyl)cyclohexyl)methyl)carbamate C1(CC1)C=1OC=C(N1)C1=CC(=NC=C1)N(C(=O)[C@@H]1CC[C@H](CC1)CNC(OCC)=O)C[C@@H]1CC[C@H](CC1)C1=NC(=C(C=C1)OC)C